ClC=1N=NC=C(C1C=1CCN(CC1)C(=O)OCC1=CC=CC=C1)C Benzyl 4-(3-chloro-5-methylpyridazin-4-yl)-3,6-dihydropyridine-1(2H)-carboxylate